(Z)-9,10,18-trihydroxyoctadec-12-enoic acid OC(CCCCCCCC(=O)O)C(C\C=C/CCCCCO)O